O[C@H](C)C1=NC=2C(=C3C(=NC2)NC=C3)N1N1CCC(CC1)CC#N (R)-2-(1-(2-(1-hydroxyethyl)imidazo[4,5-d]pyrrolo[2,3-b]pyridin-1(6H)-yl)piperidine-4-yl)acetonitrile